CS(=O)(=O)CCCCCCCCN=C=S 8-(methylsulfonyl)octyl isothiocyanate